C(C)C1=CC2=C(C3=CC=CC=C3C(=C2C=C1)OC(C)C)OC(C)C 2-ethyl-9,10-diisopropyloxy-anthracene